(R)-4-(6-benzyl-2,6-diazaspiro[3.4]oct-2-yl)-N-(2-methoxyethyl)-N,5-dimethylhexane-1-amine C(C1=CC=CC=C1)N1CC2(CN(C2)[C@H](CCCN(C)CCOC)C(C)C)CC1